4-[2-methoxyethyl-[4-(5,6,7,8-tetrahydro-1,8-naphthyridin-2-yl)butyl]amino]-2-[[4-(trifluoromethyl)phenyl]methoxycarbonylamino]butanoic acid COCCN(CCC(C(=O)O)NC(=O)OCC1=CC=C(C=C1)C(F)(F)F)CCCCC1=NC=2NCCCC2C=C1